C(C)(=O)N1CC(C1)N1N=NC(=C1)C(=O)NCC=1SC(=NN1)C1=CC=CC=C1 1-(1-acetylazetidin-3-yl)-N-((5-phenyl-1,3,4-thiadiazol-2-yl)methyl)-1H-1,2,3-triazole-4-carboxamide